Cl.N1(CCC1)O azetidine-ol-hydrochloride